4-((2s,5r)-4-((5-cyclopropylisoxazol-3-yl)(4-fluorophenyl)methyl)-5-ethyl-2-methylpiperazin-1-yl)-1-methyl-2-oxo-1,2-dihydropyrido[3,2-d]pyrimidine-6-carbonitrile C1(CC1)C1=CC(=NO1)C(N1C[C@@H](N(C[C@H]1CC)C=1C2=C(N(C(N1)=O)C)C=CC(=N2)C#N)C)C2=CC=C(C=C2)F